(S)-5-benzyl-N-(1-methyl-2-oxo-1,2,3,4-tetrahydropyrido[3,4-b][1,4]oxazepin-3-yl)-4H-1,2,4-triazole-3-carboxamide C(C1=CC=CC=C1)C=1NC(=NN1)C(=O)N[C@@H]1C(N(C2=C(OC1)C=NC=C2)C)=O